(Z)-N-tert-butyldec-4-enamide C(C)(C)(C)NC(CC\C=C/CCCCC)=O